OC1=C(C(C(C2=CC3=CC=CC=C3C=C12)=O)=O)O Dihydroxyanthracenedione